C(C)(C)C=1C(=NNC1C=1C=C(C=2N(C1)N=CN2)OC)C2=NC=C(C(=C2)C)C2CCN(CC2)C2COCC2 6-(4-isopropyl-3-(4-methyl-5-(1-(tetrahydrofuran-3-yl)piperidin-4-yl)pyridin-2-yl)-1H-pyrazol-5-yl)-8-methoxy-[1,2,4]triazolo[1,5-a]pyridine